ClC=1C=NN(C1)C[C@H](C(=O)[O-])O (2R)-3-(4-chloro-1H-pyrazol-1-yl)-2-hydroxypropionate